CNC1=NC(=NC=C1CNC1CC2(CCN2C(=O)OC(C)(C)C)C1)SC tert-butyl 6-[[4-(methylamino)-2-methylsulfanyl-pyrimidin-5-yl] methylamino]-1-azaspiro[3.3]heptane-1-carboxylate